3-HYDROXY-3,4-DIMETHYLPENTANOIC ACID OC(CC(=O)O)(C(C)C)C